(3,4-dihydro-2H-pyrido[3,2-b][1,4]oxazin-7-yl)(piperidin-1-yl)methanone O1C2=C(NCC1)N=CC(=C2)C(=O)N2CCCCC2